CN1N=C(C2=CC=CC=C2C1=O)C1=CC=C(CNS(=O)(=O)NC(OC(C)(C)C)=O)C=C1 tert-butyl (N-(4-(3-methyl-4-oxo-3,4-dihydrophthalazinyl)benzyl)sulfamoyl)carbamate